N-(5-cyano-6-(2H-1,2,3-triazol-2-yl)pyridin-3-yl)-1-(1-phenylethyl)-5-(trifluoromethyl)-1H-pyrazole-4-carboxamide C(#N)C=1C=C(C=NC1N1N=CC=N1)NC(=O)C=1C=NN(C1C(F)(F)F)C(C)C1=CC=CC=C1